palladium (0) bis(tri-o-tolylphosphine) Palladium (0) [Pd].C1(=C(C=CC=C1)P(C1=C(C=CC=C1)C)C1=C(C=CC=C1)C)C.C1(=C(C=CC=C1)P(C1=C(C=CC=C1)C)C1=C(C=CC=C1)C)C.[Pd]